3-Fluoro-5-(4-(4-fluorophenyl)-1H-1,2,3-triazol-1-yl)benzyl-carbamic acid tert-butyl ester C(C)(C)(C)OC(NCC1=CC(=CC(=C1)N1N=NC(=C1)C1=CC=C(C=C1)F)F)=O